COC(CCC#CC)=O hex-4-ynoic acid methyl ester